FC(C(C(C(C(C(C(C(CCCCCC)(F)F)(F)F)(F)F)(F)F)(F)F)(F)F)(F)F)(F)F 1,1,1,2,2,3,3,4,4,5,5,6,6,7,7,8,8-heptadecafluorotetradecane